(1R,4R-5S)-4-(2-chloroethyl)-1-((S)-((S)-cyclohex-2-en-1-Yl)(hydroxy)methyl)-5-methyl-6-oxa-2-azabicyclo[3.2.0]Heptane ClCC[C@@H]1CN[C@]2(CO[C@@]12C)[C@@H](O)[C@@H]1C=CCCC1